6-(4-(5-chloro-2,4-difluorophenyl)-1-(2,2-difluoroethyl)-1H-imidazol-5-yl)imidazo[1,2-a]pyridine-3-carbonitrile ClC=1C(=CC(=C(C1)C=1N=CN(C1C=1C=CC=2N(C1)C(=CN2)C#N)CC(F)F)F)F